FC=1C=C(C=C(C1)F)NC1=C(C=C(C=C1)S(=O)(=O)NC)C1=NN=NN1C 4-((3,5-difluorophenyl)amino)-N-methyl-3-(1-methyl-1H-tetrazol-5-yl)benzenesulfonamide